1-(4-(3-Fluoro-5-(trifluoromethyl)benzyl)pyridin-2-yl)-N-methyl-1H-pyrazol-3-carboxamid FC=1C=C(CC2=CC(=NC=C2)N2N=C(C=C2)C(=O)NC)C=C(C1)C(F)(F)F